(methoxymethyl)cyclobutan-1-amine COCC1(CCC1)N